COCCOC1=CC=2N(C=C1)C=CN2 7-(2-methoxyethoxy)imidazo[1,2-a]pyridin